OC(C)C=1C=C2C3=C(C(NC3=CC=C2)=O)C1 4-(1-Hydroxyethyl)benzo[cd]indol-2(1H)-one